dimethyl-(3-chloropropyl)methoxysilane C[Si](OC)(CCCCl)C